N-[3-(5-cyano-1H-pyrrolo[2,3-b]pyridine-3-carbonyl)-2,4-difluoro-phenyl]morpholine C(#N)C=1C=C2C(=NC1)NC=C2C(=O)C=2C(=C(C=CC2F)N2CCOCC2)F